P(=O)(OC[C@H]([C@H]([C@H](CN1C2=C(N=C3C(NC(N=C13)=O)=O)C=C(C(=C2)C)C)O)O)O)(O)O (2R,3S,4S)-5-(7,8-Dimethyl-2,4-dioxo-3,4-dihydrobenzo[g]pteridin-10(2H)-yl)-2,3,4-trihydroxypentyl dihydrogen phosphate